5-tert-butyl-N-[[4-[6-(4-hydroxybut-1-ynyl)pyrrolo[2,1-f][1,2,4]triazin-4-yl]-2-methyl-phenyl]methyl]-1,2,4-oxadiazole-3-carboxamide C(C)(C)(C)C1=NC(=NO1)C(=O)NCC1=C(C=C(C=C1)C1=NC=NN2C1=CC(=C2)C#CCCO)C